1,3-dihydroxyprop-2-yl tridecanoate C(CCCCCCCCCCCC)(=O)OC(CO)CO